ethyl 2-[4-(5-methyl-1H-pyrazol-3-yl)pyridin-1-ium-1-yl]acetate CC1=CC(=NN1)C1=CC=[N+](C=C1)CC(=O)OCC